COC(=O)/C=C/C(=O)OCC(=O)NCCCC(=O)O 4-{2-[(2E)-3-(methoxycarbonyl)prop-2-enoyloxy]acetylamino}butanoic acid